C(C)(C)(C)OC(=O)N[C@H](C(=O)N[C@@H](CC1=CC=C(C=C1)NS(O)(=O)=O)C=1SC=C(N1)CC)CC(C)C 4-{(S)-2-[(S)-2-(tert-Butoxycarbonylamino)-4-methylpentanoylamino]-2-(4-ethylthiazol-2-yl)ethyl}phenyl-sulfamic acid